CC1=C(C=NC(=C1C(=O)N)N1CCN(CCC1)CC(F)(F)F)C(F)(F)F 4-methyl-2-(4-(2,2,2-trifluoroethyl)-1,4-diazepan-1-yl)-5-(trifluoromethyl)nicotinamide